NC1=NC2=C3C(C(NC[C@@H](N13)C)=O)=CC(=C2)F (S)-1-amino-4-fluoro-9-methyl-8,9-dihydro-2,7,9a-triazabenzo[cd]azulen-6(7H)-one